ClC1=CC(=C(COC2=CC=CC(=N2)C2=CC(=C(C=3CCOC32)CC3=NC2=C(N3C[C@H]3OCC3)C=C(C=C2OC)C(=O)O)F)C=C1)OC(F)F (S)-2-((7-(6-((4-chloro-2-(difluoromethoxy)benzyl)oxy)pyridin-2-yl)-5-fluoro-2,3-dihydrobenzofuran-4-yl)methyl)-4-methoxy-1-(oxetan-2-ylmethyl)-1H-benzo[d]imidazole-6-carboxylic acid